(2R)-2-(6-{5-Chloro-2-[(oxan-4-yl)amino]pyrimidin-4-yl}-1-oxo-2,3-dihydro-1H-isoindol-2-yl)-N-[(1S)-1-[2-(dimethylamino)pyridin-4-yl]-2-hydroxyethyl]propanamid ClC=1C(=NC(=NC1)NC1CCOCC1)C1=CC=C2CN(C(C2=C1)=O)[C@@H](C(=O)N[C@H](CO)C1=CC(=NC=C1)N(C)C)C